N-(2-aminoethyl)-4-[4-[[3-[4-(cyanomethoxy)-2,3-difluoro-phenyl]imidazo[1,2-a]pyrazin-8-yl]amino]-2-methyl-benzoyl]piperazine-1-carboxamide formate C(=O)O.NCCNC(=O)N1CCN(CC1)C(C1=C(C=C(C=C1)NC=1C=2N(C=CN1)C(=CN2)C2=C(C(=C(C=C2)OCC#N)F)F)C)=O